OC1=C(C(=CC=C1)OCC(COC1=C(C(=CC=C1)O)C(\C=C\C1=CC=C(C=C1)OC)=O)O)C(\C=C\C1=CC=C(C=C1)OC)=O (E)-1-[2-Hydroxy-6-[2-hydroxy-3-[3-hydroxy-2-[(E)-3-(4-methoxyphenyl)prop-2-enoyl]phenoxy]propoxy]phenyl]-3-(4-methoxyphenyl)prop-2-en-1-one